methyl (S)-2-(5-((6-(((S)-1-(4-(tert-butyl)phenyl)ethyl)carbamoyl)-1,2-dimethyl-1H-indol-3-yl)methyl)-2-chlorophenoxy)propanoate C(C)(C)(C)C1=CC=C(C=C1)[C@H](C)NC(=O)C1=CC=C2C(=C(N(C2=C1)C)C)CC=1C=CC(=C(O[C@H](C(=O)OC)C)C1)Cl